3-(2,6-difluorophenyl)-11-oxa-9-thia-4,7-diazatricyclo[8.5.0.02,8]pentadeca-1(10),2(8),3-trien-6-thione FC1=C(C(=CC=C1)F)C=1C=2C=3CCCCOC3SC2NC(CN1)=S